FC=1C=C(C=C(C1OC1=C2C(=NC=C1)N(C=C2C2=C(C=C(C=C2)OC)F)COCC[Si](C)(C)C)F)NC(=O)NCC2(COC2)C 1-(3,5-difluoro-4-{[3-(2-fluoro-4-methoxyphenyl)-1-{[2-(trimethylsilyl)ethoxy]methyl}-1H-pyrrolo[2,3-b]pyridin-4-yl]oxy}phenyl)-3-[(3-methyloxetan-3-yl)methyl]urea